(3R,5S)-8-(2-amino-6-((R)-1-(4-chloro-2-(3-methyl-1H-pyrazol-1-yl)phenyl)-2,2,2-trifluoroethoxy)pyrimidin-4-yl)-2-azaspiro[4.5]dec-7-ene-3-carboxylic acid hydrochloride Cl.NC1=NC(=CC(=N1)C1=CC[C@]2(C[C@@H](NC2)C(=O)O)CC1)O[C@@H](C(F)(F)F)C1=C(C=C(C=C1)Cl)N1N=C(C=C1)C